(S)-7-ethoxy-6-methoxy-1-(2-(5-difluoromethoxy-1H-indol-3-yl)ethyl)-3,4-dihydroisoquinoline-2(1H)-formaldehyde C(C)OC1=C(C=C2CCN([C@H](C2=C1)CCC1=CNC2=CC=C(C=C12)OC(F)F)C=O)OC